C(C)N1C([C@@H](N=C(C2=C1C=CC(=C2)Cl)C2=CC=CC=C2)C(C)C)=O ethyl-(S)-7-chloro-3-isopropyl-5-phenyl-1,3-dihydro-2H-benzo[e][1,4]diazepin-2-one